C1=C(C=CC2=CC=CC=C12)C(C1NCCC1)(O[Si](C)(C)C)C1=CC2=CC=CC=C2C=C1 2-{bis[naphthalen-2-yl]-trimethylsiloxy-methyl}-pyrrolidine